1,2,3,4-tetrahydro-6-hydroxyquinoline OC=1C=C2CCCNC2=CC1